1-Boc-4-aminopyrrolidine-2-carboxylic acid methyl ester COC(=O)C1N(CC(C1)N)C(=O)OC(C)(C)C